2-[4-[6-[3-(5-chloro-2-fluoro-phenyl)-1H-pyrazol-4-yl]-1,5-naphthyridin-3-yl]piperazin-1-yl]-N,N-dimethyl-ethanamine ClC=1C=CC(=C(C1)C1=NNC=C1C=1N=C2C=C(C=NC2=CC1)N1CCN(CC1)CCN(C)C)F